CC1=C(C=C(C(=O)NCC2CN(C(C2)=O)C)C=C1)NS(=O)(=O)C1=CC=C(C=C1)C 4-methyl-N-((1-methyl-5-oxopyrrolidin-3-yl)methyl)-3-((4-methylphenyl)sulfonylamino)benzamide